3-[2-[2-(8-chloro-4-oxo-chromen-2-yl)-4,5-dimethoxy-phenoxy]ethoxy]-N-methylsulfonyl-cyclobutanecarboxamide ClC=1C=CC=C2C(C=C(OC12)C1=C(OCCOC2CC(C2)C(=O)NS(=O)(=O)C)C=C(C(=C1)OC)OC)=O